(1R,2R,3aS,10aR)-2-hydroxy-1-{(1E,3ξ)-3-hydroxy-3-[1-(3-methylphenyl)cyclobutyl]-1-propen-1-yl}-2,3,3a,9,10,10a-hexahydro-1H-benzo[b]cyclopenta[f]oxepin-6-carboxylic acid O[C@@H]1C[C@H]2[C@H](CCC3=C(O2)C=C(C=C3)C(=O)O)[C@H]1\C=C\C(C1(CCC1)C1=CC(=CC=C1)C)O